2-bromo-3-(cyclopropyloxy)pyridine BrC1=NC=CC=C1OC1CC1